C(C1=CC=CC=C1)OC=1C2=C(N=C(N1)SC)C(C1=C2C=CN=C1C1=C2C=NNC2=CC2=C1C(=C(C=C2)F)Cl)=O 4-(benzyloxy)-8-(5-chloro-6-fluoro-1H-benzo[f]indazol-4-yl)-2-(methylthio)-9H-pyrido[4',3':3,4]cyclopenta[1,2-d]pyrimidin-9-one